sodium ortho-nitrophenolate [N+](=O)([O-])C1=C(C=CC=C1)[O-].[Na+]